[Si](C)(C)(C(C)(C)C)O[C@@H]1COCC[C@H]1NC1=NC=C(C(=C1)C1=NN2C(C(NC=C2C2CC2)=O)=C1)Cl 2-(2-(((3S,4R)-3-((tert-butyldimethylsilyl)oxy)tetrahydro-2H-pyran-4-yl)amino)-5-chloropyridin-4-yl)-7-cyclopropylpyrazolo[1,5-a]pyrazin-4(5H)-on